2-methyl-3-(methylamino)propionic acid CC(C(=O)O)CNC